dihydro-3-hydroxy-4,5,5-trimethyl-2(3H)-furanone OC1C(OC(C1C)(C)C)=O